ClC=1C=C2C=C(NC2=CC1OCC=1N=CSC1)CNC(=O)C1(CC1)C([2H])([2H])[2H] N-((5-chloro-6-(thiazol-4-ylmethoxy)-1H-indol-2-yl)methyl)-1-(methyl-d3)cyclopropane-1-carboxamide